FC1(C[C@H](CC1)N1C(N([C@H](C1)C#N)C1=CN=CC2=CC=CC=C12)=O)F (R)-1-((S)-3,3-difluorocyclopentyl)-3-(isoquinolin-4-yl)-2-oxoimidazoline-4-carbonitrile